[N+](=O)([O-])C1=C(C=CC=C1)C1=C(C=CC=C1)[N+](=O)[O-] 2,2'-dinitro-biphenyl